C(C=C)(=O)OCCOC1=C(C=CC=C1)C1=CC=CC=C1 2-phenylphenoxyethyl acrylate